(5'S,7a'R)-5'-(3-fluorophenyl)-1-(5-methyl-1,3-oxazole-4-carbonyl)tetrahydro-3'H-spiro[piperidine-4,2'-pyrrolo[2,1-b]-[1,3]oxazol]-3'-one FC=1C=C(C=CC1)[C@@H]1CC[C@H]2OC3(C(N21)=O)CCN(CC3)C(=O)C=3N=COC3C